COC(=O)C1=CNC=2C1=NC=CC2 Pyrrolo[3,2-b]Pyridine-3-carboxylic acid methyl ester